C(C)(C)(C)OC(=O)N1CCN(CC1)C1=NC=NC(=C1C(C)=O)N 4-(5-Acetyl-6-aminopyrimidin-4-yl)piperazine-1-carboxylic acid tert-butyl ester